COC1=CC=C(C=C1)CN1C(N(CCC1=O)C1=CC=C(C=C1)C1CCNCC1)=O 3-[(4-methoxyphenyl)methyl]-1-[4-(4-piperidinyl)phenyl]hexahydro-pyrimidine-2,4-dione